4-tert-butyldimethylsilyloxy-2-hydroxymethyl-2-cyclopenten-1-one [Si](C)(C)(C(C)(C)C)OC1C=C(C(C1)=O)CO